COC1=CC=C(CNC(C2=CC(=CC=C2)C=2C=CC3=C(N=C(S3)NC(C(C)(C)C)=O)C2)=O)C=C1 N-(4-methoxybenzyl)-3-(2-neopentanamidobenzo[d]thiazol-5-yl)benzamide